C(=O)OC(C(=O)OC(C)CC(C)C)(C)C 4-methylpentan-2-yl α-formyloxyisobutyrate